N,N-bis(2-hydroxyethyl)-3-aminopropionylglycinamide OCCN(C(CNC(CCN)=O)=O)CCO